1-(difluoromethyl)-1H-pyrazole-3-carboxylic acid methyl ester COC(=O)C1=NN(C=C1)C(F)F